(2S,4R)-4-hydroxy-N-[(1S)-1-[4-(1,3-thiazol-5-yl)phenyl]ethyl]pyrrolidine-2-carboxamide O[C@@H]1C[C@H](NC1)C(=O)N[C@@H](C)C1=CC=C(C=C1)C1=CN=CS1